(R)-3-(3,5-difluoro-4-((1R,3R)-2-(2-fluoro-2-methylpropyl)-3-methyl-2,3,4,9-tetrahydro-1H-pyrido[3,4-b]indol-1-yl)phenoxy)pyrrolidine-1-carboxylic acid tert-butyl ester C(C)(C)(C)OC(=O)N1C[C@@H](CC1)OC1=CC(=C(C(=C1)F)[C@H]1N([C@@H](CC2=C1NC1=CC=CC=C21)C)CC(C)(C)F)F